CN1N=C(C2=CC=C(C=C12)N[C@H]1[C@@H](CNCC1)C)C1C(NC(CC1)=O)=O 3-[1-methyl-6-[[(3R,4R)-3-methyl-4-piperidyl]amino]indazol-3-yl]piperidine-2,6-dione